methyl N-[4-methyl-5-({4-[(2S)-2-[(8-{5-[(pyrrolidin-1-yl)methyl]pyridin-3-yl}quinazolin-4-yl)amino]propyl]piperazin-1-yl}sulfonyl)-1,3-thiazol-2-yl]carbamate CC=1N=C(SC1S(=O)(=O)N1CCN(CC1)C[C@H](C)NC1=NC=NC2=C(C=CC=C12)C=1C=NC=C(C1)CN1CCCC1)NC(OC)=O